ClC1=C(OCC23CC(C2)(C3)C(=O)N3N=CCC3C3=CC(=CC(=C3)F)F)C=CC(=C1)F (3-((2-chloro-4-fluoro-phenoxy)methyl)bicyclo-[1.1.1]pentan-1-yl)(5-(3,5-difluorophenyl)-4,5-dihydro-1H-pyrazol-1-yl)methanone